1-hexyl-4-hydroxy-3-(2,2,2-trifluoroethane-1-on-1-yl)-benzo[h]quinolin-2(1H)-one C(CCCCC)N1C(C(=C(C2=CC=C3C(=C12)C=CC=C3)O)C(C(F)(F)F)=O)=O